Methyl 2-(2-(2-(4-(6-azidohexanamido)phenyl) thiazole-4-carboxamido)acrylamido)acrylate N(=[N+]=[N-])CCCCCC(=O)NC1=CC=C(C=C1)C=1SC=C(N1)C(=O)NC(C(=O)NC(C(=O)OC)=C)=C